N-(α,α-dimethyl-3,5-dimethoxybenzyloxy)carbonyl-N-cyclohexylamine CC(C1=CC(=CC(=C1)OC)OC)(OC(=O)NC1CCCCC1)C